Allyl 3-O-benzyl-6-O-tert-butyldiphenylsilyl-2-deoxy-4-O-methyl-2-trichloroacetamido-α-L-altropyranosyl-(1→3)-4-azido-2-trichloroacetamido-2,4,6-trideoxy-β-D-galactopyranoside C(C1=CC=CC=C1)O[C@@H]1[C@H]([C@@H](O[C@H]([C@@H]1OC)CO[Si](C1=CC=CC=C1)(C1=CC=CC=C1)C(C)(C)C)O[C@@H]1[C@H]([C@H](OCC=C)O[C@@H]([C@@H]1N=[N+]=[N-])C)NC(C(Cl)(Cl)Cl)=O)NC(C(Cl)(Cl)Cl)=O